C(C)NCCNCC N,N'-diethyl-ethylenediamine